1-[(5-{3-azabicyclo[3.1.0]hex-3-yl}pyridin-2-yl)methyl]-1H-imidazole-4-carboxylic acid methyl ester COC(=O)C=1N=CN(C1)CC1=NC=C(C=C1)N1CC2CC2C1